2,2'-methylenebis(4,5-diphenyl-2-oxazoline) C(C=1OC(C(N1)C1=CC=CC=C1)C1=CC=CC=C1)C=1OC(C(N1)C1=CC=CC=C1)C1=CC=CC=C1